BrC1=CC(=CC=2C(=C(OC21)C(C)C)C(=O)OCC)Cl ethyl 7-bromo-5-chloro-2-isopropylbenzofuran-3-carboxylate